(R)-2-((3-fluoropyridin-2-yl)methyl)-8-(3-methylimidazo[1,2-a]pyridin-6-yl)-7-(3-methylmorpholino)-[1,2,4]triazolo[1,5-c]pyrimidin-5-amine FC=1C(=NC=CC1)CC1=NN2C(=NC(=C(C2=N1)C=1C=CC=2N(C1)C(=CN2)C)N2[C@@H](COCC2)C)N